N'-[N-(2-aminoethyl)-2-aminoethyl]asparagine NCCNCCNC(C[C@H](N)C(=O)O)=O